2-methyl-4-chlorophenoxyacetic acid sodium salt [Na+].CC1=C(OCC(=O)[O-])C=CC(=C1)Cl